bromomethylenecyclohexane BrC=C1CCCCC1